1-[4-(1-hydroxycyclobutyl)pyridin-2-yl]-N-[3-methyl-1-(oxan-2-yl)indazol-4-yl]pyrazole-4-sulfonamide OC1(CCC1)C1=CC(=NC=C1)N1N=CC(=C1)S(=O)(=O)NC1=C2C(=NN(C2=CC=C1)C1OCCCC1)C